FC1=CC(=CC=2N(N=NC21)C2=CC(=C(C(=C2)OC)OC)OC)C2=CC=CC=C2 4-fluoro-6-phenyl-1-(3,4,5-trimethoxyphenyl)-1H-benzo[d][1,2,3]triazole